2-aminocyclohexylalcohol NC1C(CCCC1)O